ClC1=C(CN2N=C3C4=C(CCC3=C2)OC(=C4C)C(=O)NC[C@@H]4OCCC4)C=CC(=C1)F |r| 2-(2-chloro-4-fluorobenzyl)-8-methyl-N-[(2RS)-tetrahydrofuran-2-ylmethyl]-4,5-dihydro-2H-furo[2,3-g]indazole-7-carboxamide